5-[4-(trifluoromethoxy)phenyl]-octahydropyrrolo[3,4-c]pyrrole-2-carboxylic acid tert-butyl ester C(C)(C)(C)OC(=O)N1CC2CN(CC2C1)C1=CC=C(C=C1)OC(F)(F)F